N2,N2',N7,N7'-tetrakis(4-methoxyphenyl)-N2,N2',N7,N7'-tetrakis(4-vinylphenyl)-9,9'-spirobi[fluorene]-2,2',7,7'-tetraamine COC1=CC=C(C=C1)N(C1=CC=2C3(C4=CC(=CC=C4C2C=C1)N(C1=CC=C(C=C1)C=C)C1=CC=C(C=C1)OC)C1=CC(=CC=C1C=1C=CC(=CC13)N(C1=CC=C(C=C1)C=C)C1=CC=C(C=C1)OC)N(C1=CC=C(C=C1)C=C)C1=CC=C(C=C1)OC)C1=CC=C(C=C1)C=C